ethyl trans-1-benzhydryl-3-(oxetan-3-yl)aziridine-2-carboxylate C(C1=CC=CC=C1)(C1=CC=CC=C1)N1[C@H]([C@@H]1C1COC1)C(=O)OCC